CC1=CC=CC(=N1)C1=NC(=CC(=N1)CC(=O)OCC)NC1=NC(=NC=C1)NC1=CC=C(C=C1)N1CCNCC1 ethyl 2-[2-(6-methyl-2-pyridyl)-6-[[2-(4-piperazin-1-ylanilino)pyrimidin-4-yl]amino]pyrimidin-4-yl]acetate